C(#N)C1=CC(=CC=2N=C(OC21)C=2C(=C(C=CC2)C2=C(C(=CC=C2)C=2SC=1CNCCC1N2)C)C)CN2CC(C2)C(=O)O 1-((7-cyano-2-(2,2'-dimethyl-3'-(4,5,6,7-tetrahydrothiazolo[5,4-c]pyridin-2-yl)-[1,1'-biphenyl]-3-yl)benzo[d]oxazol-5-yl)methyl)azetidine-3-carboxylic acid